(1R,3S)-3-{5-[(2E)-3-[2-(1,3-dioxolan-2-yl)-5-methoxy-3-[(4-methoxyphenyl)methoxy]phenyl]prop-2-enamido]-2H-pyrazol-3-yl}cyclopentyl N-isopropylcarbamate C(C)(C)NC(O[C@H]1C[C@H](CC1)C=1NN=C(C1)NC(\C=C\C1=C(C(=CC(=C1)OC)OCC1=CC=C(C=C1)OC)C1OCCO1)=O)=O